[Br-].C[N+]1([C@H](CCCC1)CCN(C1=C(C=CC=C1)C)C1CC2=CC=CC=C2C1)C (R)-1,1-dimethyl-2-[2-((indan-2-yl)(2-methylphenyl)amino)ethyl]piperidinium bromide